2-(Benzyloxy)acetamide C(C1=CC=CC=C1)OCC(=O)N